7-((N-ethyl-1H-1,2,4-triazole-1-carboxamido)methyl)-2-(4-phenoxyphenyl)-4,5,6,7-tetrahydro-pyrazolo[1,5-a]pyrimidine-3-carboxamide C(C)N(C(=O)N1N=CN=C1)CC1CCNC=2N1N=C(C2C(=O)N)C2=CC=C(C=C2)OC2=CC=CC=C2